O1CCN(CC1)C1=CC=C(C=C1)NC=1N=C(C2=C(N1)C(=NC=C2)C2=CC(=CC=C2)[N+](=O)[O-])N N2-(4-morpholinophenyl)-8-(3-nitrophenyl)pyrido[3,4-d]pyrimidine-2,4-diamine